[Si](C)(C)(C(C)(C)C)Cl tert-Butyldimethylsilylchlorid